3-ethoxy-5-hydroxypyridine C(C)OC=1C=NC=C(C1)O